ClC1=NC2=C(C(=CC=C2C(=C1)N1N=CN=C1)Cl)Cl 2,7,8-trichloro-4-(1H-1,2,4-triazol-1-yl)quinoline